C(C)[C@H]1N(C[C@@H](N(C1)C=1C=2N=C(N(C2N2C(N1)=NN=C2)C[C@H]2OCCC2)C)C)C(CO)(C2=CC=C(C=C2)F)C2=CC=C(C=C2)F 2-((2R,5S)-2-ethyl-5-methyl-4-(2-methyl-1-(((S)-tetrahydrofuran-2-yl)methyl)-1H-[1,2,4]triazolo[3,4-b]purin-4-yl)piperazin-1-yl)-2,2-bis(4-fluorophenyl)ethan-1-ol